1,3,3,5-tetramethyl-8-[[(1R)-1-[3-(1,1-difluoro-2-hydroxy-2-methyl-propyl)-2-fluoro-phenyl]ethyl]amino]pyrrolo[2,3-g]phthalazin-2-one CN1C(C(C=2C1=CC=1C(=NN=C(C1C2)C)N[C@H](C)C2=C(C(=CC=C2)C(C(C)(C)O)(F)F)F)(C)C)=O